C(C)(C)(C)OC(=O)N[C@H](C(=O)O)CCCCCCCCCC (S)-2-((tert-Butoxycarbonyl)amino)dodecanoic acid